CC1(C(NC(N1)=O)=O)C1=NC=C(C=C1)OC(C)C 5-methyl-5-[5-(propan-2-yloxy)pyridin-2-yl]imidazolidine-2,4-dione